ClC=1C=C(C=CC1O)/C=C/C(=O)C1=CC=C(C=C1)N1CCCCC1 (E)-3-(3-Chloro-4-hydroxyphenyl)-1-(4-piperidin-1-ylphenyl)prop-2-en-1-one